COC(C(S(=O)(=O)F)(F)F)=O difluoro(fluorosulfonyl)acetic acid methyl ester